COC1=C(C=C2CN(CC(C2=O)C2=CC=NC=C2)C)C=CC=C1 3-(2-methoxybenzylidene)-5-(4-pyridyl)-N-methyl-4-piperidone